1-(4-((4-methylpiperazin-1-yl)methyl)phenyl)-1,4-diazepane CN1CCN(CC1)CC1=CC=C(C=C1)N1CCNCCC1